tert-butyl (S)-(5-oxopyrrolidin-3-yl)carbamate O=C1C[C@@H](CN1)NC(OC(C)(C)C)=O